3-(5-(4-((2-azaspiro[3.3]heptan-2-yl)methyl)-5-fluoropyridin-2-yl)-1-oxoisoindolin-2-yl)piperidine-2,6-dione C1N(CC12CCC2)CC2=CC(=NC=C2F)C=2C=C1CN(C(C1=CC2)=O)C2C(NC(CC2)=O)=O